BrC1=NN(C2=C1N=C(N=C2N[C@H](C)C=2C=NC1=CC=CC=C1C2)N2CCN(CC2)C(C)=O)C(C)C 1-{4-[3-Bromo-1-isopropyl-7-((R)-1-quinolin-3-yl-ethylamino)-1H-pyrazolo[4,3-d]pyrimidin-5-yl]-piperazin-1-yl}-ethanon